The molecule is an N-acylglycine that has octanoyl as the acyl group. It has a role as a metabolite. It is a N-acylglycine and a fatty amide. It derives from an octanoic acid and a glycine. It is a conjugate acid of a N-octanoylglycinate. CCCCCCCC(=O)NCC(=O)O